NC1=NN(C2=C(C=C(C(=C12)OC1=C(C=CC(=C1)F)Cl)NC(C1=CC(=CC(=C1)C(F)(F)F)F)=O)C=1C=NN(C1)C(C)C)C N-(3-amino-4-(2-chloro-5-fluorophenoxy)-7-(1-isopropyl-1H-pyrazol-4-yl)-1-methyl-1H-indazol-5-yl)-3-fluoro-5-(trifluoromethyl)benzamide